2-(2-methoxyethyl)thiazole-5-sulfonyl chloride COCCC=1SC(=CN1)S(=O)(=O)Cl